N(CCSCC(=O)OC)(CCSCC(=O)OC)CCSCC(=O)OC Trimethyl 2,2',2''-((Nitrilotris(ethane-2,1-diyl))-tris(sulfanediyl))triacetate